NC1=C(C=C(C=N1)NC(=O)C(=O)N(CC1=NC=C(C=C1)C(F)(F)F)C(C(C)C)C)C N-(6-amino-5-methyl-3-pyridyl)-N'-(1,2-dimethylpropyl)-N'-[[5-(trifluoromethyl)-2-pyridyl]methyl]oxamide